NC=1C=C(C=CC1)C1=CC=2NN=C(C2S1)NC(C(C)C)=O N-(5-(3-aminophenyl)-1H-thieno[3,2-c]pyrazol-3-yl)isobutyramide